CN1CCN(CC1)C(=O)C1CN(CC(C1)C)C1=C2C=CC=NC2=C(C=C1)C(F)(F)F (4-methyl-piperazin-1-yl)-[5-methyl-1-(8-trifluoromethyl-quinolin-5-yl)-piperidin-3-yl]-methanone